C(C)(C)(C)OC(=O)N1CC(CCC1)CN1N=C(C(=C1OCC)C=1C=C2C=NN(C2=CC1)C)C1=CC(=C(C=C1)C#N)F 3-((3-(4-cyano-3-fluorophenyl)-5-ethoxy-4-(1-methyl-1H-indazol-5-yl)-1H-pyrazol-1-yl)methyl)piperidine-1-carboxylic acid tert-butyl ester